(2S,4R)-1-(2-(3-acetyl-5-(2-hydroxypyrimidin-5-yl)-1H-indol-1-yl)acetyl)-N-(2'-chloro-2-fluorobiphenyl-3-yl)-4-fluoropyrrolidine-2-carboxamide C(C)(=O)C1=CN(C2=CC=C(C=C12)C=1C=NC(=NC1)O)CC(=O)N1[C@@H](C[C@H](C1)F)C(=O)NC=1C(=C(C=CC1)C1=C(C=CC=C1)Cl)F